FC12CC(C1)(C2)C(=O)O 3-fluoro-bicyclo-[1.1.1]-pentane-1-carboxylic acid